S(=O)(=O)(C)CCCN1C[C@@H](CCC1)NC=1N=NC(=C(N1)C)C1=C(C=2CCOC2C=C1)O 5-[3-[[(3R)-1-(3-Mesylpropyl)-3-piperidyl]amino]-5-methyl-1,2,4-triazin-6-yl]coumaran-4-ol